acryloxypentyl-fluorodimethylsilane C(C=C)(=O)OCCCCC[Si](C)(C)F